C(#N)[C@@H](C[C@H]1C(NCCC1)=O)NC(=O)[C@@H]1N([C@H]2CC([C@@H]1CC2)(F)F)C([C@H](CC(C)C)NC(C(F)(F)F)=O)=O (1R,3R,4R)-N-[(1R)-1-cyano-2-[(3S)-2-oxo-3-piperidyl]ethyl]-5,5-difluoro-2-[(2S)-4-methyl-2-[(2,2,2-trifluoroacetyl)amino]pentanoyl]-2-azabicyclo[2.2.2]octane-3-carboxamide